N-cyano-N'-cyclohexyl-N''-phenylguanidine C(#N)NC(=NC1=CC=CC=C1)NC1CCCCC1